2,6-dimethyl-4-(3-(4,4,5,5-tetramethyl-1,3,2-dioxaborolan-2-yl)Phenoxy)pyridine CC1=NC(=CC(=C1)OC1=CC(=CC=C1)B1OC(C(O1)(C)C)(C)C)C